ClC1=C(C2=C(NC(O[C@]23CNCC3)=O)C=C1)F (S)-6-chloro-5-fluorospiro[benzo[d][1,3]oxazine-4,3'-pyrrolidin]-2(1H)-one